O.O.S(=O)(=O)=C1CC=C(C=C1)P(C1=CC=CC=C1)C1=CCC(C=C1)=S(=O)=O.[K] potassium bis(p-sulfonylphenyl)phenylphosphine dihydrate